C(CCC)N1N=CC(=C1)C1=C(OC2=C(C(=CC=C2C1=O)OC)OC)C(F)(F)F 3-(1-butyl-1H-pyrazol-4-yl)-7,8-dimethoxy-2-(trifluoromethyl)-4H-chromen-4-one